dioctyldi(aminoethyl)glycine hydrochloride Cl.C(CCCCCCC)C(N(CCN)CCN)(C(=O)O)CCCCCCCC